(3R,6S,9aS)-3,6-diisobutyl-1-((E)-3-(1-methyl-1H-pyrazol-5-yl)acryloyl)-8-(1-methylpiperidin-4-yl)tetrahydropyrazino[2,1-c][1,2,4]oxadiazine-4,7(3H,6H)-dione C(C(C)C)[C@@H]1C(N2[C@@H](N(O1)C(\C=C\C1=CC=NN1C)=O)CN(C([C@@H]2CC(C)C)=O)C2CCN(CC2)C)=O